ClC=1C(=CC2=C(N(C(=N2)C2=CC=C(C=C2)Cl)C(C(=O)NC2CCCCC2)C2CCOCC2)C1)F 2-[6-chloro-2-(4-chloro-phenyl)-5-fluoro-benzoimidazol-1-yl]-N-cyclohexyl-2-(tetrahydro-pyran-4-yl)-acetamide